C(C1=CC=CC=C1)OC1=C(C=C(C=C1OC)\C=N\[S@@](=O)C(C)(C)C)Br (NE,S)-N-[(4-Benzyloxy-3-bromo-5-methoxy-phenyl)methylene]-2-methyl-propane-2-sulfinamide